2-(6-{5-chloro-2-[(oxacyclohex-4-yl)amino]pyrimidin-4-yl}-1-oxo-2,3-dihydro-1H-isoindol-2-yl)-N-(2-methyloxacyclohex-4-yl)acetamide ClC=1C(=NC(=NC1)NC1CCOCC1)C1=CC=C2CN(C(C2=C1)=O)CC(=O)NC1CC(OCC1)C